2-thiazolyl-pyridine S1C(=NC=C1)C1=NC=CC=C1